FC(CN1C=NC2=C1C=C(C=C2)C=2C(=CN1N=C(N=C(C12)OC)N[C@H]1C(CN(C1)C(C)=O)(F)F)F)F (R)-1-(4-((5-(1-(2,2-difluoroethyl)-1H-benzo[d]imidazol-6-yl)-6-fluoro-4-methoxypyrrolo[2,1-f][1,2,4]triazin-2-yl)amino)-3,3-difluoropyrrolidin-1-yl)ethan-1-one